3-hydroxy-N-(pyridazin-3-yl)-4-(3-((5-(trifluoromethyl)pyridin-2-yl)oxy)benzylidene)piperidine-1-carboxamide OC1CN(CCC1=CC1=CC(=CC=C1)OC1=NC=C(C=C1)C(F)(F)F)C(=O)NC=1N=NC=CC1